OC(CC=CC=CC=CC=CC(=O)O)CCCCCCCCC 11-Hydroxy-Eicosatetraenoic Acid